(R)-4-(7-(4-bromo-3-(trifluoromethyl)benzoyl)-6-methyl-4-oxo-2-thioxo-1,4,5,6,7,8-hexahydropyrido[3,4-d]pyrimidin-3(2H)-yl)-N-methylbenzamide BrC1=C(C=C(C(=O)N2CC=3NC(N(C(C3C[C@H]2C)=O)C2=CC=C(C(=O)NC)C=C2)=S)C=C1)C(F)(F)F